C1(CC1)NC(=O)NC12CC(C1)(C2)N2C=NC=1C2=C2C(=NC1)NC=C2 1-cyclopropyl-3-(3-(imidazo[4,5-d]pyrrolo[2,3-b]pyridin-1(6H)-yl)bicyclo[1.1.1]pentan-1-yl)urea